N1(CCCCCC1)CCOC12CC3(CC(CC(C1)(C3)C)(C2)C)CN2N=CC(=C2C)C=2C=NC(=CC2)N2CCCC3=C2N=NC(=C3C)NC=3SC2=C(N3)C=CC=C2 3-[1-[[3-[2-(Azepan-1-yl)ethoxy]-5,7-dimethyl-1-adamantyl]methyl]-5-methyl-pyrazol-4-yl]-6-[3-(1,3-benzothiazol-2-ylamino)-4-methyl-6,7-dihydro-5H-pyrido[2,3-c]pyridazin-8-yl]pyridin